(3Z)-12,12-dibutoxy-1,3-dodecadiene C(CCC)OC(CCCCCCC\C=C/C=C)OCCCC